2-(2-(2-(4-fluoro-1,3-dioxoisoquinolin-2-yl)ethoxy)ethoxy)-N-(3-fluorophenyl)-N-(7-nitrobenzo[c][1,2,5]oxadiazol-4-yl)acetamide FC1C(N(C(C2=CC=CC=C12)=O)CCOCCOCC(=O)N(C1=CC=C(C2=NON=C21)[N+](=O)[O-])C2=CC(=CC=C2)F)=O